CC1=C(C(=O)O)C=CC(=N1)C(F)(F)F 2-Methyl-6-(trifluoromethyl)nicotinic acid